2-(hydroxymethyl)-3-methyl-8-oxopyrido[2,3-b]pyrazin OCC=1N=C2C(=NC1C)N=CCC2=O